(2-ethoxycarbonylphenyl)-boronic acid C(C)OC(=O)C1=C(C=CC=C1)B(O)O